N1C=NC=C1CN(C1=NC(=C(C(=C1C#N)CC)C#N)Cl)C 2-(((1H-imidazol-5-yl)methyl)(methyl)amino)-6-chloro-4-ethylpyridine-3,5-dicarbonitrile